2-(3,5-dimethoxy-4-propan-2-yloxyphenyl)ethanamine COC=1C=C(C=C(C1OC(C)C)OC)CCN